N-(5-Chloro-6-(2H-1,2,3-triazol-2-yl)pyridin-3-yl)-8-cyano-2-(trifluoromethyl)-2,3-dihydro-4H-pyrido[4,3-b][1,4]oxazine-4-carboxamide ClC=1C=C(C=NC1N1N=CC=N1)NC(=O)N1C2=C(OC(C1)C(F)(F)F)C(=CN=C2)C#N